C(=O)(O)CCN1NC=C(C=C1)C1=NC=CC=N1 1-(2-carboxyethyl)-4-(pyrimidin-2-yl)pyridazin